C1=CC(=CC=2OC3=CC=CC=C3SC12)C(=O)NCC(=O)N1CC2(OCCO2)C[C@H]1C(=O)NCC=1C=C2N(C=NC=C2)C1 (S)-7-((phenoxathiine-3-carbonyl)glycyl)-N-(pyrrolo[1,2-c]pyrimidin-6-ylmethyl)-1,4-dioxa-7-azaspiro[4.4]nonane-8-carboxamide